(2S)-2-(3-Hydroxypropoxymethyl)pyrrolidine-1-carboxylic acid tert-butyl ester C(C)(C)(C)OC(=O)N1[C@@H](CCC1)COCCCO